6-bromopyridin-2-formamidine hydrochloride Cl.BrC1=CC=CC(=N1)C(=N)N